4-(1-aminoethyl)toluene 3-[(3-acrylamidopropyl)-dimethylammonio]propionate C(C=C)(=O)NCCC[N+](CCC(=O)[O-])(C)C.NC(C)C1=CC=C(C)C=C1